methyl 5-methoxy-2,3-dihydro-1H-indene-2-carboxylate COC=1C=C2CC(CC2=CC1)C(=O)OC